2-methyl-3,4,5-trifluorobromobenzene CC1=C(C=C(C(=C1F)F)F)Br